(2S,4R)-1-(tert-Butoxycarbonyl)-4-methoxypyrrolidine-2-carboxylic acid C(C)(C)(C)OC(=O)N1[C@@H](C[C@H](C1)OC)C(=O)O